rac-(3R,4R)-4-fluorotetrahydrofuran-3-ol F[C@H]1[C@@H](COC1)O |r|